CCCCC[C@@H](/C=C/[C@H]1[C@H]2C[C@@H]([C@@H]1C/C=C\\CCCC(=O)O[C@H](CO)COP(=O)([O-])OCC[NH3+])OO2)OO The molecule is a 2-acyl-sn-glycero-3-phosphoethanolamine zwitterion obtained by transfer of a proton from the phosphate to the amino group of 2-[(9S,11R)-epidioxy-15(S)-hydroperoxy-(5Z,13E)-prostadienoyl]-sn-glycero-3-phosphoethanolamine; major species at pH 7.3. It is a tautomer of a 2-[(9S,11R)-epidioxy-(15S)-hydroperoxy-(5Z,13E)-prostadienoyl]-sn-glycero-3-phosphoethanolamine.